3,3'-(((2R,3S,4R,5S)-5-amino-2-((2-carboxyethoxy)methyl)tetrahydro-2H-pyran-3,4-diyl)bis(oxy))dipropionic acid N[C@@H]1[C@H]([C@@H]([C@H](OC1)COCCC(=O)O)OCCC(=O)O)OCCC(=O)O